FC1=C(C(=C(C(=C1F)F)F)F)S(=O)(=O)N1C[C@@H](CCC1)N1N=C(C=2C1=NC=NC2N)C2=CC=C(C=C2)OC2=CC=CC=C2 (R)-1-(1-((perfluorophenyl)sulfonyl)piperidin-3-yl)-3-(4-phenoxyphenyl)-1H-pyrazolo[3,4-d]pyrimidin-4-amine